Tert-Butyl 4-(1-(3-Methoxy-4-Nitrophenyl)Piperidin-4-Yl)Piperazine-1-Carboxylate COC=1C=C(C=CC1[N+](=O)[O-])N1CCC(CC1)N1CCN(CC1)C(=O)OC(C)(C)C